CN1C(C(=C(C2=CC(=NC(=C12)C1CC1)C)Cl)C(=O)N[C@@H](C)C1=CC(=C(C=C1)F)OC)=O methyl-(S)-4-chloro-8-cyclopropyl-N-(1-(4-fluoro-3-methoxyphenyl)ethyl)-6-methyl-2-oxo-1,2-dihydro-1,7-naphthyridine-3-carboxamide